3-(2-(4-methoxybenzoyl)-1,2,3,4-tetrahydroisoquinolin-5-yl)-3-(3-fluoro-4-methoxyphenyl)propionic acid COC1=CC=C(C(=O)N2CC3=CC=CC(=C3CC2)C(CC(=O)O)C2=CC(=C(C=C2)OC)F)C=C1